(rac)-ethyl 3-(4-((tert-butyldimethylsilyl)oxy)butan-2-yl)-6-methyl-7-(4,4,5,5-tetramethyl-1,3,2-dioxaborolan-2-yl)-1H-indole-2-carboxylate [Si](C)(C)(C(C)(C)C)OCC[C@@H](C)C1=C(NC2=C(C(=CC=C12)C)B1OC(C(O1)(C)C)(C)C)C(=O)OCC |r|